3-chloro-6-(N'-ethoxycarbamimidoyl)picolinic acid (Z)-tert-butyl ester C(C)(C)(C)OC(C1=NC(=CC=C1Cl)/C(/N)=N/OCC)=O